ONC(CN1C=NC2=C1C=C(C=C2)C(=O)O)=O 3-[2-(hydroxyamino)-2-oxo-ethyl]benzimidazole-5-carboxylic acid